3-[2-(6-fluoro-2H-1,3-benzodioxol-5-yl)ethynyl]-1-[(3S,5R)-5-(methoxymethyl)-1-(prop-2-enoyl)pyrrolidin-3-yl]-5-(methylamino)pyrazole-4-carboxamide FC=1C(=CC2=C(OCO2)C1)C#CC1=NN(C(=C1C(=O)N)NC)[C@@H]1CN([C@H](C1)COC)C(C=C)=O